4,5-dimethyl-6-[3-(2-methyl-4-pyridyl)-7,8-dihydro-5H-1,6-naphthyridin-6-yl]pyridazine CC1=CN=NC(=C1C)N1CC=2C=C(C=NC2CC1)C1=CC(=NC=C1)C